FC1=C(C=CC(=C1)F)NS(=O)(=O)C1=CC=C(C=C1)NC(NCC=1C=NC=CC1)=O 3-{4-[(2,4-difluorophenyl)sulfamoyl]phenyl}-1-(pyridin-3-ylmethyl)urea